CC1=C(C(=C(C1[Ga]CCC)C)C)C Tetramethyl-n-propylcyclopentadienyl-gallium